Nitrogen azane N.[N]